C(N)([S-])=S.C(C[NH3+])[NH3+].C(N)([S-])=S ethylenediammonium (dithiocarbamate)